O=C1NC(CCC1C=1C(=C2C(NC(C2=CC1)=O)=O)NCCCCCCCC(=O)N1CCN(CC1)C1=CC=C(C=C1)NC1=NN2C(C=CC=C2C2=CC=C(C=C2)S(=O)(=O)C)=N1)=O (2,6-dioxo-piperidin-3-yl)-4-[8-(4-{4-[5-(4-methanesulfonyl-phenyl)-[1,2,4]triazolo[1,5-a]pyridin-2-ylamino]-phenyl}-piperazin-1-yl)-8-oxo-octylamino]-isoindole-1,3-dione